CO[C@H]1CC2(CC(CN2C1)=C)C(=O)OC methyl (2S)-2-methoxy-6-methylenetetrahydro-1H-pyrrolizin-7a(5H)-carboxylate